CC(CCCCC(C)=O)(C)C 7,7-dimethyl-2-octanone